Benzimidazolethiol C1=CC=C2C(=C1)NC(=S)N2